C(C)(C)(C)OC(NCCOC1OCCCC1)=O (2-((tetrahydro-2H-pyran-2-yl)oxy)ethyl)carbamic acid tert-butyl ester